tert-butyl 4-[2-methoxy-4-(trifluoromethyl)benzoyl]pyridine-3-carboxylate COC1=C(C(=O)C2=C(C=NC=C2)C(=O)OC(C)(C)C)C=CC(=C1)C(F)(F)F